Cl.S1C2=C(C=C1)C(=CC=C2)N2CCC(CC2)CN([C@@H]2CC1=C(N=C(S1)N)CC2)C (S)-N6-((1-(benzo[b]thiophen-4-yl)piperidin-4-yl)methyl)-N6-methyl-4,5,6,7-tetrahydrobenzo[d]thiazole-2,6-diamine hydrochloride salt